C(C)(C)(C)C=1C=C(C=C(C1O)C(C)(C)C)CCC(=O)OCCNC(C(NCCOC(=O)CCC1=CC(=C(C(=C1)C(C)(C)C)O)C(C)(C)C)=O)=O bis[2-[2-(3,5-di-tert-butyl-4-hydroxyphenyl)ethylcarbonyloxy]ethyl]oxamide